CC1(OB(OC1(C)C)/C=C/CCCCNC(OC(C)(C)C)=O)C tert-butyl N-[(E)-6-(4,4,5,5-tetramethyl-1,3,2-dioxaborolan-2-yl)hex-5-enyl]carbamate